FC1=CC=C(C=C1)C=1C=C2C(=NC=NC2=C(C1)OC)NC(C)C1=NOC(=N1)C 6-(4-fluorophenyl)-8-methoxy-N-(1-(5-methyl-1,2,4-oxadiazol-3-yl)ethyl)quinazolin-4-amine